C(C)(C)(C)OC(=O)N1CC(C1)(C(=O)O)C 1-tert-butoxycarbonyl-3-Methyl-azetidine-3-carboxylic acid